Sodium Propionate Salt C(CC)(=O)[O-].[Na+]